NC1=CC=C(C=C1)C=C(C#N)C1=CC=C(C=C1)C(=CC1=CC=C(C=C1)N)C#N 1,4-bis-(4-aminophenyl-1-cyanovinyl)benzene